N1=CN=C2N=CNC2=C1N[C@@H]1[C@H]([C@@H]([C@H]([C@@H](O1)CO)NC([C@H](CCCCN)N)=O)O)O (S)-N-((2R,3R,4R,5S,6S)-6-((7H-purin-6-yl)amino)-4,5-dihydroxy-2-(hydroxymethyl)tetrahydro-2H-pyran-3-yl)-2,6-diaminohexanamide